C(CCCCCCC)C(CCCCCCCC)OC(CCCCOC(=O)[C@H]1N(C[C@@H](C1)O)C(=O)OC(C)(C)C)=O (2S,4R)-4-hydroxypyrrolidine-1,2-dicarboxylic acid O1-tert-butyl ester O2-[5-(1-octylnonyloxy)-5-oxo-pentyl] ester